6-(4-bromophenoxy)-2-methyl-3-nitropyridine BrC1=CC=C(OC2=CC=C(C(=N2)C)[N+](=O)[O-])C=C1